C1(CC1)C1=NC(=C2N1CCN(C2)C(=O)OC(C)(C)C)C=C tert-butyl 3-cyclopropyl-1-vinyl-5,6-dihydroimidazo[1,5-a]pyrazine-7(8H)-carboxylate